4-((R)-4-((S)-1-((2,2-difluoro-[1,3]dioxolo[4',5':4,5]benzo[1,2-d]thiazol-6-yl)amino)-1-oxopropan-2-yl)morpholin-2-yl)pyridine 1-oxide FC1(OC=2C(=CC3=C(N=C(S3)NC([C@H](C)N3C[C@H](OCC3)C3=CC=[N+](C=C3)[O-])=O)C2)O1)F